N-(7-chloro-5-(2-ethynylphenyl)benzo[d]thiazol-6-yl)-1-methylcyclopropane-1-carboxamide ClC1=C(C(=CC=2N=CSC21)C2=C(C=CC=C2)C#C)NC(=O)C2(CC2)C